1,6-diphenyl-3-methyl-1,5-dihydro-4H-pyrazolo[3,4-d]pyrimidin-4-one C1(=CC=CC=C1)N1N=C(C2=C1N=C(NC2=O)C2=CC=CC=C2)C